FC1=C(C=CC(=C1F)CN1N=C(N=N1)C1=NC=CC2=CC=CC=C12)C=1OC(=NN1)C(F)F 2-[2,3-difluoro-4-[(5-isoquinolin-1-yl-tetrazol-2-yl)methyl]phenyl]-5-(difluoromethyl)-1,3,4-oxadiazole